6-(1-methylbenzimidazol-4-yl)-3-(4-morpholinoanilino)-5-(2-triisopropylsilylethynyl)pyrazine-2-carboxamide CN1C=NC2=C1C=CC=C2C2=C(N=C(C(=N2)C(=O)N)NC2=CC=C(C=C2)N2CCOCC2)C#C[Si](C(C)C)(C(C)C)C(C)C